2-PHENOXYETHYL-AMINE O(C1=CC=CC=C1)CCN